2-(3-Fluorophenyl)-N-{3-sulfamoyl-4-[3-(trifluoromethyl)-1H-1,2,4-triazol-1-yl]phenyl}acetamide FC=1C=C(C=CC1)CC(=O)NC1=CC(=C(C=C1)N1N=C(N=C1)C(F)(F)F)S(N)(=O)=O